4-[5-(4-Carbamimidoylphenoxy)pentoxy]benzenecarboximidamide methyl-(R)-2-amino-3-(4-bromophenyl)propanoate COC([C@@H](CC1=CC=C(C=C1)Br)N)=O.C(N)(=N)C1=CC=C(OCCCCCOC2=CC=C(C=C2)C(N)=N)C=C1